2-((2-((2-hydroxyisotridecyl)oxy)isotridecyl)oxy)acetic acid OC(COC(COCC(=O)O)CCCCCCCCC(C)C)CCCCCCCCC(C)C